2-methylbenzaldehyde O-(2-(1H-indol-1-yl)acetyl) oxime N1(C=CC2=CC=CC=C12)CC(=O)ON=CC1=C(C=CC=C1)C